ClC1=C(C=CC=C1F)C=1C(N(C(N(C1)CC(N1CCC(CC1)N1C(NC2=C(CC1)C=CC=C2)=O)=O)=O)CCS(=O)(=O)C)=O 5-(2-chloro-3-fluoro-phenyl)-3-(2-methylsulfonylethyl)-1-[2-oxo-2-[4-(2-oxo-4,5-dihydro-1H-1,3-benzodiazepin-3-yl)-1-piperidyl]ethyl]pyrimidine-2,4-dione